2-chloro-6-iodo-3,4-dimethoxybenzoic acid ClC1=C(C(=O)O)C(=CC(=C1OC)OC)I